5-((R)-2-(2,5-difluorophenyl)pyrrolidin-1-yl)-N-((trans)-4-hydroxycyclohexyl)pyrazolo[1,5-a]pyrimidine-3-carboxamide FC1=C(C=C(C=C1)F)[C@@H]1N(CCC1)C1=NC=2N(C=C1)N=CC2C(=O)N[C@@H]2CC[C@H](CC2)O